CN(C1(CCC2(CN(C(N2)=O)C=2C=NC(=CC2C)C(F)(F)F)CC1)C1=NC2=C(N1C)C=CC=C2)C cis-8-dimethylamino-8-(1-methyl-1H-benzoimidazol-2-yl)-3-[4-methyl-6-(trifluoromethyl)-pyridin-3-yl]-1,3-diazaspiro[4.5]decan-2-one